N1CC(C1)S(=O)(=O)C1=NC=CC(=C1)C(=O)NC1CC2(C1)CC(C2)C=2OC1=C(N2)C=C(C=C1)Cl 2-(azetidin-3-ylsulfonyl)-N-[6-(5-chloro-1,3-benzoxazol-2-yl)spiro[3.3]heptan-2-yl]pyridine-4-carboxamide